(3s,4R,5R,6R,7s)-7-((R)-cyclohexyl-(hydroxy)methyl)-6-(hydroxymethyl)-1-azabicyclo[4.1.0]heptane-3,4,5-triol C1(CCCCC1)[C@H]([C@@H]1[C@]2([C@H]([C@@H]([C@H](CN12)O)O)O)CO)O